4-amino-2-chlorophenyl-sulfonyl fluoride NC1=CC(=C(C=C1)S(=O)(=O)F)Cl